2,5-dioxopyrrolidine-1-yl-4-(hydroxymethyl)-3-nitrobenzoic acid O=C1N(C(CC1)=O)C1=C(C(=O)O)C=CC(=C1[N+](=O)[O-])CO